2-methylbutyronitrile CC(C#N)CC